(+)-(s)-4,4'-(propane-1,2-diyl)bis(piperazine-2,6-dione) C([C@H](C)N1CC(NC(C1)=O)=O)N1CC(NC(C1)=O)=O